3-hydroxycyclopentanoic acid OC1CC(CC1)C(=O)O